1-methylcyclobutan-1-amine hydrochloride Cl.CC1(CCC1)N